(2R)-2-amino-1-[2-(1,3-benzothiazole-6-sulfonyl)-2H,4H,5H,6H-pyrrolo[3,4-c]pyrazol-5-yl]-2-(3-chlorophenyl)ethan-1-one N[C@@H](C(=O)N1CC2=NN(C=C2C1)S(=O)(=O)C1=CC2=C(N=CS2)C=C1)C1=CC(=CC=C1)Cl